1-[[2-(difluoromethoxy)pyridin-4-yl]methyl]-3-(5-oxaspiro[3.5]nonan-8-yl)urea FC(OC1=NC=CC(=C1)CNC(=O)NC1CCOC2(CCC2)C1)F